O=C1NC(CCC1N1C(N(C2=C1C=CC(=C2)C2CN(C2)CC2CCC(CC2)OCCNC(OC(C)(C)C)=O)C)=O)=O tert-butyl N-[2-[4-[[3-[1-(2,6-dioxo-3-piperidyl)-3-methyl-2-oxo-benzimidazol-5-yl]azetidin-1-yl]methyl]cyclohexoxy]ethyl]carbamate